CS(=O)(=O)CCN1C2CNC(C1)C2 5-(2-methylsulfonylethyl)-2,5-diazabicyclo[2.2.1]Heptane